NC1=C(C=CC2=CC=CC=C12)N=NC=1C=NC(=CC1)C1=C(C=C(C=C1)F)C 4-amino-3-[6-(4-fluoro-2-methylphenyl)pyridine-3-ylazo]naphthalene